5-(1H-imidazol-1-yl)-2-(5-(((1R,3S,5S,6R)-6-methoxy-1,5,8-trimethyl-8-azabicyclo[3.2.1]octan-3-yl)(methyl)amino)-1,3,4-thiadiazol-2-yl)phenol N1(C=NC=C1)C=1C=CC(=C(C1)O)C=1SC(=NN1)N(C)[C@H]1C[C@@]2(C[C@H]([C@](C1)(N2C)C)OC)C